C1([N+](=O)[O-])=CC([N+](=O)[O-])=CC([N+](=O)[O-])=C1[O-] Picrate